(2R,3R,4R,5S)-3,4,5-trihydroxy-2-(hydroxymethyl)piperidin O[C@@H]1[C@H](NC[C@@H]([C@H]1O)O)CO